3-(4-Fluorophenyl)-11H-imidazo[1',2':1,2]pyrido[3,4-b]indole FC1=CC=C(C=C1)C1=CN=C2N1C=CC1=C2NC2=CC=CC=C12